[Ca+2].[Si]([O-])([O-])([O-])[O-].[Ca+2] silicic acid-calcium salt